1-(2-(benzo[d][1,3]dioxol-5-ylamino)-5-methylpyrimidin-4-yl)-N-(1-(3,5-dichlorophenyl)-2-hydroxyethyl)-1H-pyrrole-3-carboxamide O1COC2=C1C=CC(=C2)NC2=NC=C(C(=N2)N2C=C(C=C2)C(=O)NC(CO)C2=CC(=CC(=C2)Cl)Cl)C